N-(3-((3-((4-chloro-3-(trifluoromethyl)phenyl)sulfonamido)-5-methylpyridin-2-yl)oxy)phenyl)acrylamide ClC1=C(C=C(C=C1)S(=O)(=O)NC=1C(=NC=C(C1)C)OC=1C=C(C=CC1)NC(C=C)=O)C(F)(F)F